cis-2-methyl-cyclopropane-1-carboxylic acid C[C@@H]1[C@@H](C1)C(=O)O